(S)-3,3-difluoro-2-methylazetidine trifluoroacetate FC(C(=O)O)(F)F.FC1([C@@H](NC1)C)F